2-[[3-morpholinosulfonyl-6-(4-morpholinosulfonylphenyl)-4-quinolyl]amino]benzoic acid O1CCN(CC1)S(=O)(=O)C=1C=NC2=CC=C(C=C2C1NC1=C(C(=O)O)C=CC=C1)C1=CC=C(C=C1)S(=O)(=O)N1CCOCC1